2-(4-bromo-2-fluoro-6-methoxyphenyl)acetic acid BrC1=CC(=C(C(=C1)OC)CC(=O)O)F